NCC(=O)OCC1=CC=C(C=C1)C=1OC(=NN1)C=1C(=C(C=CC1)C1=CC=CC=C1)Cl (4-(5-(2-chloro-[1,1'-biphenyl]-3-yl)-1,3,4-oxadiazol-2-yl) benzyl) glycinate